N[C@@H]1[C@@H](N(CC1)C(=O)OC(C)(C)C)CC1=C(C(=CC=C1)Br)F Tert-Butyl cis-3-amino-2-(3-bromo-2-fluorobenzyl)pyrrolidine-1-carboxylate